1-(4-methyl-5-{7H-pyrrolo[2,3-c]2,6-naphthyridin-3-yl}pyridin-2-yl)propan-1-one CC1=CC(=NC=C1C1=NC=C2C3=C(N=CC2=C1)NC=C3)C(CC)=O